C1(CC1)C[C@H]1C2=C(C(N(C1)C)=O)C(=C(N2)C2=CC(=NC=C2)NC(CC2=CC=C(C=C2)F)=O)NC=2N=CSC2 N-{4-[(7R)-7-(Cyclopropylmethyl)-5-methyl-4-oxo-3-(1,3-thiazol-4-ylamino)-4,5,6,7-tetrahydro-1H-pyrrolo[3,2-c]pyridin-2-yl]pyridin-2-yl}-2-(4-fluorophenyl)acetamid